(S)-3-hydroxy-N,N-dimethyl-4-((2-((2-methyl-4,5,6,7-tetrahydrobenzofuran-7-yl)amino)-3,4-dioxocyclobut-1-en-1-yl)amino)picolinamide OC=1C(=NC=CC1NC1=C(C(C1=O)=O)N[C@H]1CCCC=2C=C(OC21)C)C(=O)N(C)C